ClC=1C=CC2=C(N=C(O2)C2CC3(CC(C3)NC(=O)C=3OC(=CC3)[S@](=O)CC3CC3)C2)C1 (Ra)-N-[6-(5-chloro-1,3-benzoxazol-2-yl)spiro[3.3]heptan-2-yl]-5-[(R)-cyclopropylmethylsulfinyl]furan-2-carboxamide